ClC1=C(C(=O)NC2=C3C=NN(C3=CC=C2)C2=CC(=CC=C2)OC(F)F)C=C(C=C1)CNC(C(CO)(C)C)=O 2-Chloro-N-{1-[3-(difluoromethoxy)phenyl]-1H-indazol-4-yl}-5-{[(3-hydroxy-2,2-dimethylpropionyl)amino]methyl}benzamide